4-(4-(trifluoromethyl)benzyl)piperidine-4-carbonitrile FC(C1=CC=C(CC2(CCNCC2)C#N)C=C1)(F)F